7-[3-(dimethylamino)pyrrolidin-1-yl]-4-(o-tolyl)pyrano[2,3-b]pyridin-2-one CN(C1CN(CC1)C1=CC=C2C(=N1)OC(C=C2C2=C(C=CC=C2)C)=O)C